2-amino-4-(((tert-butyldimethylsilyl)oxy)methyl)-N-methyl-N-(6-(trifluoromethyl)-2,3-dihydrobenzofuran-3-yl)quinoline-6-carboxamide NC1=NC2=CC=C(C=C2C(=C1)CO[Si](C)(C)C(C)(C)C)C(=O)N(C1COC2=C1C=CC(=C2)C(F)(F)F)C